COC=1C=NC=CC1C1=NN(N=C1)C 3-methoxy-4-(2-methyl-2H-1,2,3-triazol-4-yl)pyridin